FC=1C=C2C(=CC(=NC2=CC1)C(F)(F)F)N[C@@H]1C[C@@H](CCC1)NC(C1=CC(=CC=C1)NS(=O)(=O)C(C)C)=O N-[(1R,3S)-3-{[6-fluoro-2-(trifluoromethyl)quinolin-4-yl]amino}cyclohexyl]-3-(propane-2-sulfonylamino)benzamide